[W]=O.[Fe] iron-tungsten-oxide